3-(4-aminophenyl)-8-isopropyl-6,7-dimethoxy-1,1-dimethyl-1H-dibenzo[a,d][7]annulene-2,10-dione NC1=CC=C(C=C1)C=1C(C(C=2C(=CC3=C(C(C2)=O)C=C(C(=C3OC)OC)C(C)C)C1)(C)C)=O